1'-(tert-butyl)6-methyl-6'-methyl-3',6'-dihydro-[3,4'-bipyridine] C(C)(C)(C)N1CCC(=CC1C)C=1C=NC(=CC1)C